[Zn].C(C=CC)(=O)NCCCC[C@H](N)C(=O)O N6-(but-2-enoyl)lysine zinc